N1(CCOCC1)C1=NC=2N(C(=N1)NCC#N)N=CC2C(F)(F)F {[2-(morpholin-4-yl)-8-(trifluoromethyl)pyrazolo[1,5-a][1,3,5]triazin-4-yl]amino}acetonitrile